C1(=CC=CC=C1)N(C1=CC=C(C=C1)C1=CC=C(C=C1)N(C1=CC=C(C=C1)C)C1=CC=CC=C1)C1=CC=C(C=C1)C N,N'-diphenyl-N,N'-di(4-methylphenyl)4,4'-biphenyldiamine